N-(5-((3-fluorophenyl)(methoxy)methyl)thiazol-2-yl)-1-methyl-6-oxo-1,4,5,6-tetrahydropyridazine-3-carboxamide FC=1C=C(C=CC1)C(C1=CN=C(S1)NC(=O)C1=NN(C(CC1)=O)C)OC